FC1=CN=C(S1)N1C=C(C(C2=C1N=C(N=C2C)N2CC(C2)C(NC[C@H]2OCCCC2)=O)=O)C(=O)OCC ethyl 8-(5-fluoro-1,3-thiazol-2-yl)-4-methyl-2-(3-{[(2S)-oxan-2-ylmethyl]carbamoyl}azetidin-1-yl)-5-oxo-5H,8H-pyrido[2,3-d]pyrimidine-6-carboxylate